2-Bromo-5-chloro-N-(3,5-dimethoxyphenyl)-N-[2-oxo-1-(2,2,2-trifluoroethyl)pyrrolidin-3-yl]thiazole-4-carboxamide BrC=1SC(=C(N1)C(=O)N(C1C(N(CC1)CC(F)(F)F)=O)C1=CC(=CC(=C1)OC)OC)Cl